6-(7,7-dimethyl-7H-furo[2,3-f]chromen-2-yl)-2-methoxyimidazo[2,1-b][1,3,4]thiadiazole CC1(OC2=CC=C3C(=C2C=C1)OC(=C3)C=3N=C1SC(=NN1C3)OC)C